C(CCC)C1CCC(CC1)NC(=O)C1=CC(=CC(=C1)C(=O)NC1CCC(CC1)CCCC)C(=O)NC1CCC(CC1)CCCC 1,3,5-benzenetricarboxylic acid tris(4-n-butylcyclohexylamide)